NC1=C(C=C(C2=CC=CC=C12)N)N 1,2,4-triaminonaphthalene